COCC=1C(=C(N2C=C(C=C2C1)C1=CC(=C(C(=C1)OC)OC)OC)C(=O)O)C 7-(1-methoxymethyl)-6-methyl-2-(3,4,5-trimethoxyphenyl)indolizine-5-carboxylic acid